N,N-dimethylmontanylamine CN(C)CCCCCCCCCCCCCCCCCCCCCCCCCCCC